((3-aminopropyl) azanediyl)bis(nonane-9,1-diyl)bis(2-butyloctanoate) NCCCN(CCCCCCCCCC(C(=O)[O-])(CCCCCC)CCCC)CCCCCCCCCC(C(=O)[O-])(CCCCCC)CCCC